C(C)(C)(C)C=1C=C2C(C(C3=CC(=CC=4C(C(C(C1)=C2C43)=O)=O)C(C)(C)C)=O)=O di-tert-butyl-pyrene-4,5,9,10-tetraone